O=S1(N(CC(N1)=O)C1=C(C=C(CN2CCN(CC2)CC(=O)NC)C=C1O)F)=O 2-(4-(4-(1,1-dioxido-4-oxo-1,2,5-thiadiazolidin-2-yl)-3-fluoro-5-hydroxybenzyl)piperazin-1-yl)-N-methylacetamide